ClC=1C(=NC(=NC1)NC1=CC=C(C=C1)CN1CCOCC1)NC1=C(C(=O)NCCO)C=CC=C1 2-((5-chloro-2-(4-morpholinomethylanilino)pyrimidin-4-yl)amino)-N-(2-hydroxyethyl)benzamide